C(C)(=O)N[C@H](C(=O)N[C@H](C(=O)OC(C)(C)C)CCC(C=[N+]=[N-])=O)CC=1C=NC=CC1 tert-Butyl (S)-2-((S)-2-acetamido-3-(pyridin-3-yl)propanamido)-6-diazo-5-oxohexanoate